heptadecan-9-yl 6-(oxiran-2-yl)hexanoate O1C(C1)CCCCCC(=O)OC(CCCCCCCC)CCCCCCCC